FC1=C(OC2=CC=C(C=C2)N2N=C3C(NCCC3N3CCN(CC3)C(C=C)=O)=C2C(=O)N)C=CC(=C1)F 2-[4-(2,4-difluorophenoxy)phenyl]-7-[4-(prop-2-enoyl)piperazin-1-yl]-4,5,6,7-tetrahydro-2H-pyrazolo[4,3-b]pyridine-3-carboxamide